2-(aminomethyl)thietane 1,1-dioxide NCC1S(CC1)(=O)=O